FC1=C2C=CNC2=CC(=C1OC=1C=CC(=C(C1)N1N=C2C(=C1)CCOC2C=2C(=C(C=CC2)CC(=O)O)F)F)F 2-[3-[2-[5-[(4,6-difluoro-1H-indol-5-yl)oxy]-2-fluoro-phenyl]-5,7-dihydro-4H-pyrano[3,4-c]pyrazol-7-yl]-2-fluoro-phenyl]acetic acid